2-methyl-3-(methylthio)-4-(thiophen-2-yl)-1-tolyl-1H-pyrrole CC=1N(C=C(C1SC)C=1SC=CC1)C1=C(C=CC=C1)C